1-(4-methoxy-2-phenylpyrimidin-5-yl)ethan-1-one COC1=NC(=NC=C1C(C)=O)C1=CC=CC=C1